2-(1,1,1-trifluoro-2-methylpropan-2-yl)pyridin FC(C(C)(C)C1=NC=CC=C1)(F)F